C(CCC)OC(NC[C@@H](C)O)=O.C(C)(C)(C)C=1C(=NC=CC1NC(CC1=C(C(=CC(=C1)Cl)C(=C)C)OC)=O)C(=O)N tert-butyl-4-[[2-(5-chloro-3-isopropenyl-2-methoxy-phenyl)acetyl]amino]pyridine-2-carboxamide butyl-N-[(2R)-2-hydroxypropyl]carbamate